NC1=CC=C(C=C1)C=CC(=O)NCC=1OC2=C(C1)C=C(C=C2Cl)C2=CC=C(C=C2)C(=O)N2CCOCC2 3-(4-aminophenyl)-N-((7-chloro-5-(4-(morpholine-4-carbonyl)phenyl)benzofuran-2-yl)methyl)acrylamide